ClC1=CC=C(C=C1)C=1N=C(SC1)\C(\C#N)=C/C=1C=NC=CC1 2Z-[4-(4-chlorophenyl)-1,3-thiazole-2-yl]-3-pyridine-3-yl-prop-2-enenitrile